CN(CC(=O)[O-])C.[Zn+2].CN(CC(=O)[O-])C zinc N,N-dimethylglycinate